C(C)C1(COC1)COCC1CCCO1 Tetrahydrofurfuryl (3-ethyl-3-oxetylmethyl) ether